(Ethyl)triphenylphosphonium bromide [Br-].C(C)[P+](C1=CC=CC=C1)(C1=CC=CC=C1)C1=CC=CC=C1